3-bromo-N-(prop-2-yn-1-yl)-5-(trifluoromethyl)benzamide BrC=1C=C(C(=O)NCC#C)C=C(C1)C(F)(F)F